1-[1-(2-hydroxyspiro[3.5]nonan-7-yl)-3-iodo-6,7-dihydro-4H-pyrazolo[4,3-c]pyridin-5-yl]ethanone OC1CC2(C1)CCC(CC2)N2N=C(C=1CN(CCC12)C(C)=O)I